N1(CCC1)C1=C(C(=NC=2N1N=CN2)C)CC2=CC=C(C=C2)S(=O)(C)=N (4-((7-(azetidin-1-yl)-5-methyl-[1,2,4]triazolo[1,5-a]pyrimidin-6-yl)methyl)phenyl)(imino)(methyl)-λ6-sulfanone